FC1CNCCC1NC1=C2C=C(N(C2=CC=C1)CC(F)(F)F)C#CCNC1=C(C=C(C(=O)OC)C=C1)OC methyl 4-((3-(4-((3-fluoropiperidin-4-yl)amino)-1-(2,2,2-trifluoroethyl)-1H-indol-2-yl)prop-2-yn-1-yl)amino)-3-methoxybenzoate